ClC1=CC2=C(N(C(=N2)NC(C)C)[C@H]2O[C@H]([C@@H]([C@@H]2O)O)CO)C=C1Cl (2S,3S,4R,5S)-2-(5,6-dichloro-2-(isopropylamino)-1H-benzo[d]imidazol-1-yl)-5-(hydroxymethyl)tetrahydrofuran-3,4-diol